FC(C(C(CO)C)O)F 4,4-difluoro-2-methylbutan-1,3-diol